[Cl-].C(C1=CC=CC=C1)(=O)[C@@]1([C@H](O)O[C@@H]([C@]1(O)C(C1=CC=CC=C1)=O)C(O)C(C1=CC=CC=C1)=O)O 2,3,5-tribenzoyl-beta-D-ribose chloride